O.[Na+].SC(CS(=O)(=O)[O-])CS 2,3-dimercapto-1-propanesulfonic acid sodium salt monohydrate